4-(((4-(4-Methoxy-3-methylphenyl)bicyclo[2.2.2]octan-1-yl)methyl)(3-(thiazol-2-ylethynyl) phenyl)carbamoyl)cyclohexyl trans-methylcarbamate CNC(OC1CCC(CC1)C(N(C1=CC(=CC=C1)C#CC=1SC=CN1)CC12CCC(CC1)(CC2)C2=CC(=C(C=C2)OC)C)=O)=O